FC1=C2C=C(N(C2=C(C=C1)C)CCNC1=CC(=NC=N1)C1=CC(=C(C(=O)O)C=C1)NC)C 4-{6-[2-(4-Fluoro-2,7-dimethyl-indol-1-yl)-ethylamino]-pyrimidin-4-yl}-2-methylaminobenzoic acid